C1(CC1)C1=C(C=NO1)C(=O)O 5-cyclopropyl-1,2-oxazole-4-carboxylic acid